5-[(2,4,6-Trimethylphenoxy)methyl]-1,3,4-oxadiazole-2(3H)-thione CC1=C(OCC2=NNC(O2)=S)C(=CC(=C1)C)C